N(=[N+]=[N-])[C@H](C(=O)OCC1=CC=CC=C1)[C@@H](C(C)C)O benzyl (2S,3R)-2-azido-3-hydroxy-4-methylpentanoate